Cl.Cl.N[C@H](CN1C=2C(CC(C1)(F)F)=C(SC2C(=O)OC)Br)[C@H]2NCC(C2)(F)F methyl 1-((R)-2-amino-2-((S)-4,4-difluoropyrrolidin-2-yl)ethyl)-5-bromo-3,3-difluoro-1,2,3,4-tetrahydrothieno[3,4-b]pyridine-7-carboxylate dihydrochloride